IC1=NNC2=NC(=CN=C21)N2CC1(CN(C1)C=1C(=NC(=NC1)C(F)(F)F)C)CC2 3-iodo-6-(2-(4-methyl-2-(trifluoromethyl)pyrimidin-5-yl)-2,6-diazaspiro[3.4]octan-6-yl)-1H-pyrazolo[3,4-b]pyrazine